OCCOC1=NC(=NC(=C1)NC1=NNC(=C1)C)NC1C2CC3(CC(CC1C3)C2)O 4-[(4-(2-hydroxyethoxy)-6-[(5-methyl-1H-pyrazol-3-yl)amino]pyrimidin-2-yl)amino]adamantan-1-ol